CS(=O)(=O)O[C@H]1C[C@@H](CCC1)C(=O)OCC1=CC=CC=C1 |r| rac-benzyl (1R,3R)-3-((methylsulfonyl)oxy)cyclohexane-1-carboxylate